N-(2-Morpholinopyrimidin-4-yl)-3-(4-(trifluoromethoxy)phenyl)isoxazol-5-amine O1CCN(CC1)C1=NC=CC(=N1)NC1=CC(=NO1)C1=CC=C(C=C1)OC(F)(F)F